2-((5-(5-(difluoromethyl)-1,3,4-oxadiazole-2-yl)pyridine-2-yl)methyl)-4,4-dimethyl-6-(pyridine-3-yl)isoquinoline-1,3(2H,4H)-dione FC(C1=NN=C(O1)C=1C=CC(=NC1)CN1C(C2=CC=C(C=C2C(C1=O)(C)C)C=1C=NC=CC1)=O)F